C(=C)C1C2C3C4CCC(=C3C(C1C)C2)C4 8-vinyl-9-methyltetracyclo[4.4.0.12,5.17,10]-dodecene